3-[(benzo[d][1,3]dioxol-4-yl)oxy]propylamine hydrochloride Cl.O1COC2=C1C=CC=C2OCCCN